thioarabinose S=C[C@@H](O)[C@H](O)[C@H](O)CO